1-(tert-butyl)-3-((1S,3R)-3-((isopropylcarbamoyl)oxy)cyclopentyl)-1H-pyrazol C(C)(C)(C)N1N=C(C=C1)[C@@H]1C[C@@H](CC1)OC(NC(C)C)=O